6-((5-cyclopropyl-3-(6-methylpyridazin-3-yl)isoxazol-4-yl)methoxy)-N-(tetrahydro-2H-pyran-4-yl)pyridazine-3-carboxamide C1(CC1)C1=C(C(=NO1)C=1N=NC(=CC1)C)COC1=CC=C(N=N1)C(=O)NC1CCOCC1